2,5-dimethylhex-1,3,5-triene CC(=C)C=CC(=C)C